COC1=CC=C(CN(S(=O)(=O)C2=CC(=C(C=C2)NC2=NC=C(C=C2)S(F)(F)(F)(F)F)C=2N=CN(C2)C)C)C=C1 N-(4-methoxybenzyl)-N-methyl-3-(1-methyl-1H-Imidazol-4-yl)-4-((5-(pentafluoro-λ6-sulfanyl)pyridin-2-yl)amino)benzenesulfonamide